C(C)(=O)C1=NN(C=2N(C([C@@H]([C@@H](C21)C2=CC=C(C=C2)F)NC(C2=CC(=CC=C2)C(F)(F)F)=O)=O)CC)C2=CC=CC=C2 |r| rac-N-((4R,5R)-3-acetyl-7-ethyl-4-(4-fluorophenyl)-6-oxo-1-phenyl-4,5,6,7-tetrahydro-1H-pyrazolo[3,4-b]pyridine-5-yl)-3-(trifluoromethyl)benzamide